F[C@@H]([C@@H](CO)NC(OC(C)(C)C)=O)C tert-butyl ((2R,3R)-3-fluoro-1-hydroxybutan-2-yl)carbamate